3-(aminomethyl)-2-hydroxypentanal NCC(C(C=O)O)CC